(R)-1-(1-acryloylpiperidin-3-yl)-4-amino-N-(5-cyanobenzo[d]oxazol-2-yl)-1H-pyrazolo[3,4-d]pyrimidine-3-carboxamide C(C=C)(=O)N1C[C@@H](CCC1)N1N=C(C=2C1=NC=NC2N)C(=O)NC=2OC1=C(N2)C=C(C=C1)C#N